COC1=CC=C(C=C1)C(C(=O)C1=CC=CC=C1)CC(=O)C1=CC=CC=C1 2-(4-methoxyphenyl)-1,4-diphenylbutane-1,4-dione